5-fluoro-3-(5-fluoropyrazin-2-yl)-2-(methoxy-d3)aniline FC=1C=C(C(=C(N)C1)OC([2H])([2H])[2H])C1=NC=C(N=C1)F